FC1CC(C1)(C1=NC=CC=C1F)CNC1=NC=CC(=N1)OC {[3-fluoro-1-(3-fluoro(2-pyridyl))cyclobutyl]methyl}(4-methoxypyrimidin-2-yl)amine